6,N6,N6-trimethyl-lysine CC(CCC[C@H](N)C(=O)O)N(C)C